ClC=1C=C(C=C(C1)NS(=O)(=O)C)NC(=O)C=1SC(=C(C1)C1=NC=C(C=N1)OC(C)C)C N-(3-chloro-5-(methylsulfonamido)phenyl)-4-(5-isopropoxypyrimidin-2-yl)-5-methylthiophene-2-carboxamide